ClC1=CC(=C2CCN(CC2=C1)CC1CCOCC1)[C@H]1N(CCC1)C(=O)OC(C)(C)C tert-butyl (S)-2-[7-chloro-2-(3,4,5,6-tetrahydro-2H-pyran-4-ylmethyl)-1,2,3,4-tetrahydroisoquinolin-5-yl]pyrrolidine-1-carboxylate